4-((3-(1-Isobutyl-1H-pyrazol-4-yl)-5-Methoxyphenyl)amino)-7-methoxyquinoline-6-carboxamide C(C(C)C)N1N=CC(=C1)C=1C=C(C=C(C1)OC)NC1=CC=NC2=CC(=C(C=C12)C(=O)N)OC